1-(6-(1-methyl-1H-pyrazol-4-yl)pyrazolo[1,5-a]pyridin-3-yl)piperidin-4-one CN1N=CC(=C1)C=1C=CC=2N(C1)N=CC2N2CCC(CC2)=O